(4-(bis(4-methoxybenzyl)amino)-2-butoxyimidazo[2,1-f][1,2,4]triazin-7-yl)(4-(((1R,5S)-8-ethyl-8-azabicyclo[3.2.1]oct-3-yl)oxy)-2-fluorophenyl)methanol COC1=CC=C(CN(C2=NC(=NN3C2=NC=C3C(O)C3=C(C=C(C=C3)OC3C[C@H]2CC[C@@H](C3)N2CC)F)OCCCC)CC2=CC=C(C=C2)OC)C=C1